CC(C)(OC(NO[C@@](C(OC(C)(C)C)=O)(C)[C@@H]1OC2=CC=C(C=C2CC1)C=1C=[NH+]NC1)=O)C 4-((R)-2-((S)-2,2,7,10,10-pentamethyl-4,8-dioxo-3,6,9-trioxa-5-azaundec-7-yl)chroman-6-yl)-1H-pyrazol-2-ium